NC1=C2C(=NC=N1)N(N=C2C2=CC=C(C=C2)OC2=CC=CC=C2)C2CCN(CC2)C(CCCSC2=C1CN(C(C1=CC=C2)=O)C2C(NC(CC2)=O)=O)=O 3-(4-((4-(4-(4-amino-3-(4-phenoxyphenyl)-1H-pyrazolo[3,4-d]pyrimidin-1-yl)piperidine-1-yl)-4-oxobutyl)thio)-1-oxoisoindolin-2-yl)piperidine-2,6-dione